NC1=NN(C=C1C=1C=C2C(CNC(C2=CC1)=O)CCO)C=1C=C(C=CC1)NC(C=C)=O N-(3-(3-amino-4-(4-(2-hydroxyethyl)-1-oxo-1,2,3,4-tetrahydroisoquinolin-6-yl)-1H-pyrazol-1-yl)phenyl)acrylamide